COC1=NSC(=N1)NC(OC1=CC=C(C=C1)[N+](=O)[O-])=O 4-nitrophenyl (3-methoxy-1,2,4-thiadiazol-5-yl)carbamate